C12CN(CC(CC1)N2)C2=NC(=NC1=C(C(=C(C=C21)Cl)C2=CC=C(C1=C2N=C(S1)N)F)F)OCC1(CC1)CN1CCOCC1 4-(4-(3,8-diazabicyclo[3.2.1]octan-3-yl)-6-chloro-8-fluoro-2-((1-(morpholinomethyl)cyclopropyl)methoxy)quinazolin-7-yl)-7-fluorobenzo[d]thiazol-2-amine